C(CCCCC)NC1=C(C(=O)O)C=CC=C1S(N)(=O)=O (hexylamino)-3-sulfamoyl-benzoic acid